boric acid phosphate P(=O)(O)(O)O.B(O)(O)O